2-[(4-{[2-(dimethylamino)ethyl](methyl)amino}phenyl)amino]-8-methyl-5-[2-(triisopropylsilyl)ethynyl]pyrido[2,3-d]pyrimidin-7-one CN(CCN(C1=CC=C(C=C1)NC=1N=CC2=C(N1)N(C(C=C2C#C[Si](C(C)C)(C(C)C)C(C)C)=O)C)C)C